CCCCCCCCCCCCCC(=O)O[C@H](COC(=O)CCCC/C=C\C/C=C\C/C=C\C/C=C\CC)COP(=O)(O)OC[C@H](CO)O 1-(6Z,9Z,12Z,15Z-octadecatetraenoyl)-2-tetradecanoyl-glycero-3-phospho-(1'-sn-glycerol)